6-(1-hydroxy-2-((1-methylcyclobutyl)amino)ethyl)-2-(6-((1S,3S)-3-methyl-1-(4-methyl-4H-1,2,4-triazol-3-yl)cyclobutyl)imidazo[1,2-a]pyridin-8-yl)-4-(trifluoromethyl)isoindol-1-one OC(CNC1(CCC1)C)C1=CC(=C2CN(C(C2=C1)=O)C=1C=2N(C=C(C1)C1(CC(C1)C)C1=NN=CN1C)C=CN2)C(F)(F)F